5-fluoro-2-methylene-2,3-dihydro-1H-indene-1-one FC=1C=C2CC(C(C2=CC1)=O)=C